Cl.FC1=C(C(=CC=C1)F)C=1C(=C(N=NC1)C(=O)N)NC1=NC=C(C=C1F)N1CCN(CC1)C (2,6-difluorophenyl)-4-((3-fluoro-5-(4-methylpiperazin-1-yl)pyridin-2-yl)amino)pyridazine-3-carboxamide hydrochloride